C1(=CC=CC=C1)C=1SC2=C(N1)C=CC=C2 2-phenylbenzothiazole